benzyl 3-([6-[bis(tert-butoxycarbonyl)amino]pyrimidin-4-yl]carbamoyl)pyrrolidine-1-carboxylate C(C)(C)(C)OC(=O)N(C1=CC(=NC=N1)NC(=O)C1CN(CC1)C(=O)OCC1=CC=CC=C1)C(=O)OC(C)(C)C